BrC1=CC(=C(C=C1)NC=1C=CC2=C(N=CN2C)C1F)Cl 6-(4-Bromo-2-chlorophenylamino)-7-fluoro-3-methyl-3H-benzoimidazol